1-[6-[5-(2-morpholinoethoxy)benzimidazol-1-yl]-2-[3-(trifluoromethyl)pyrazol-1-yl]-3-pyridinyl]ethanol O1CCN(CC1)CCOC1=CC2=C(N(C=N2)C2=CC=C(C(=N2)N2N=C(C=C2)C(F)(F)F)C(C)O)C=C1